di-n-butyldilauryl-tin C(CCC)[Sn](CCCCCCCCCCCC)(CCCCCCCCCCCC)CCCC